FC(C1=NC(=CC(=N1)NC1=NN2C(C=C(C=C2)C=2N(N=CC2OC[C@@H]2N(CC2)CC)C)=C1)C)F N-[2-(difluoromethyl)-6-methyl-pyrimidin-4-yl]-5-[4-[[(2R)-1-ethylazetidin-2-yl]methoxy]-2-methyl-pyrazol-3-yl]pyrazolo[1,5-a]pyridin-2-amine